4-(3-hydroxyphenyl)-7-(2-methoxyphenyl)-2-methyl-5-oxo-1,4,5,6,7,8-hexahydroquinoline-3-carboxylic acid 2-ethylbutyl ester C(C)C(COC(=O)C1=C(NC=2CC(CC(C2C1C1=CC(=CC=C1)O)=O)C1=C(C=CC=C1)OC)C)CC